6-[[5-[5-[[(1S,5R)-9-acetyl-3-oxa-9-azabicyclo[3.3.1]nonan-7-yl]oxy]-2-methyl-4-pyridyl]pyrazolo[1,5-a]pyridin-2-yl]amino]-N-methyl-pyridine-3-carboxamide C(C)(=O)N1[C@@H]2COC[C@H]1CC(C2)OC=2C(=CC(=NC2)C)C2=CC=1N(C=C2)N=C(C1)NC1=CC=C(C=N1)C(=O)NC